2-(3-bromophenoxy)-2-methyl-propanoic acid BrC=1C=C(OC(C(=O)O)(C)C)C=CC1